BrC(CC[C@@H](C)[C@H]1CC[C@H]2[C@@H]3CC=C4CCCC[C@]4(C)[C@H]3CC[C@]12C)O 24-bromochol-5-enol